C1(=CC=CC=C1)C=1C=C2C=CC=CN2C1SC=1SC=CC1 2-phenyl-3-(thiophen-2-yl)thioindolizine